benzyl-dimethyl-laurylamine C(C1=CC=CC=C1)CCCCCCCCCCCCN(C)C